O=C1NC(CCC1N1C(C2=CC=C(C=C2C1=O)OCC(=O)O)=O)=O 2-[2-(2,6-dioxo-3-piperidyl)-1,3-dioxo-isoindolin-5-yl]oxyacetic acid